CC=1NC2=C(C=NC=C2CC1C(=O)O)C 2,8-dimethyl-1,4-dihydro-1,6-naphthyridine-3-carboxylic acid